C1(CC1)C1=NC=CC(=C1)N1N=CC(=C1)S(=O)(=O)NC=1C(=CC=C2C=NN(C12)C)CC 1-(2-CYCLOPROPYLPYRIDIN-4-YL)-N-(6-ETHYL-1-METHYL-1H-INDAZOL-7-YL)-1H-PYRAZOLE-4-SULFONAMIDE